N-[1-benzyl-4-(3,4-difluorophenyl)-4-piperidinyl]-6-isopropoxy-pyridine-3-sulfonamide C(C1=CC=CC=C1)N1CCC(CC1)(C1=CC(=C(C=C1)F)F)NS(=O)(=O)C=1C=NC(=CC1)OC(C)C